3-chloro-9H-carbazole-1,4,5,6,8-d5 ClC=1C=C(C=2NC3=C(C=C(C(=C3C2C1[2H])[2H])[2H])[2H])[2H]